O[C@]12CCCC([C@@]2(CC2=CC=CC=C12)C)=O (4aR,9aR)-4a-hydroxy-9a-methyl-2,3,4,4a,9,9a-hexahydro-1H-fluoren-1-one